3-[[4-fluoro-2-(trifluoromethyl)phenyl]amino]-1-(oxazolidin-2-yl)-1h,4h,5h,6h,7h-pyrazolo[3,4-c]pyridine-6-carboxylic acid tert-butyl ester C(C)(C)(C)OC(=O)N1CC2=C(CC1)C(=NN2C2OCCN2)NC2=C(C=C(C=C2)F)C(F)(F)F